CN1N=C(N=N1)C=1C=NC=C(C1)B1OC(C)(C)C(C)(C)O1 (5R)-3-(2-methyltetrazol-5-yl)pyridine-5-boronic acid pinacol ester